tert-Butyl exo-3-((4-((3-methyl-4-((1-methyl-1H-benzo[d]imidazol-5-yl)oxy)phenyl)amino)pyrido[3,4-d]pyrimidin-6-yl)oxy)-8-azabicyclo[3.2.1]octane-8-carboxylate CC=1C=C(C=CC1OC1=CC2=C(N(C=N2)C)C=C1)NC=1C2=C(N=CN1)C=NC(=C2)OC2CC1CCC(C2)N1C(=O)OC(C)(C)C